N-[2-(5-Amino-4-methylpyridin-3-yl)-[1,3]thiazolo[5,4-c]pyridin-6-yl]-6-[(dimethylamino)methyl]-5-(morpholin-4-yl)pyridin-2-amine NC=1C(=C(C=NC1)C=1SC=2C=NC(=CC2N1)NC1=NC(=C(C=C1)N1CCOCC1)CN(C)C)C